C1(=CC=CC=C1)NC(C(=O)N)=O N2-phenyloxalamide